ClC1=NS(C2=C1C=CC(=C2)C)(=O)=O 3-chloro-6-methyl-1,2-benzothiazol-1,1-dioxide